O=C1NC(CCC1N1N=CC2=CC=CC(=C2C1=O)NCCCCC(=O)O)=O 5-{[3-(2,6-dioxopiperidin-3-yl)-4-oxo-3,4-dihydrophthalazin-5-yl]amino}pentanoic acid